2-(3-(N,N-bis(4-methoxybenzyl)sulfamoyl)-1H-pyrazol-1-yl)-2-methylpropanoic acid methyl ester COC(C(C)(C)N1N=C(C=C1)S(N(CC1=CC=C(C=C1)OC)CC1=CC=C(C=C1)OC)(=O)=O)=O